5-hydroxy-N,N-dimethylbenzofuran-2-carboxamide OC=1C=CC2=C(C=C(O2)C(=O)N(C)C)C1